BENZO[1,2-B:4,5-B']DIFURAN-2,6-DIONE O1C=2C(=CC1=O)C=C1OC(C=C1C2)=O